FC=1C=C2C(CNC2=CC1)C 5-fluoro-3-methylindoline